(4-Bromo-2-methylphenyl)(imino)(methyl)-λ6-sulfanone BrC1=CC(=C(C=C1)S(=O)(C)=N)C